[Si](C)(C)(C(C)(C)C)OCCN1CCNCC1 1-(2-((tert-Butyldimethylsilyl)oxy)ethyl)piperazine